O=C1N(CC2=CC(=CC=C12)O[C@@H]1CN(CC1)CC1=NC2=CC=CC=C2N=C1)C1C(NC(CC1)=O)=O 3-(1-Oxo-5-(((S)-1-(quinoxalin-2-ylmethyl)pyrrolidin-3-yl)oxy)isoindolin-2-yl)piperidine-2,6-dione